(5-Methylpyridin-3-yl)methanol ((S)-2-acetamido-3-methylbutanoyloxy)methyl-(S)-1-(2-chlorophenyl)-2-oxocyclohexylmethylcarbamate C(C)(=O)N[C@H](C(=O)OCN(C(=O)OCC=1C=NC=C(C1)C)C[C@@]1(C(CCCC1)=O)C1=C(C=CC=C1)Cl)C(C)C